4-{1-[isopropylcarbamoyl-(4-methoxy-phenyl)-methyl]-1H-benzimidazol-2-yl}-benzoic acid methyl ester COC(C1=CC=C(C=C1)C1=NC2=C(N1C(C1=CC=C(C=C1)OC)C(NC(C)C)=O)C=CC=C2)=O